ClC1=CC=C(C=C1)N1N=C(C=C1C=1OC=CC1)C(F)(F)F 1-(4-chlorophenyl)-5-(furan-2-yl)-3-(trifluoromethyl)-1H-pyrazole